[Cl-].[NH4+].C(C(=C)C)(=O)OCCC1=CC=CC2=CC=CC=C12 methacryloxyethyl-naphthalene ammonium chloride